4-([1,1'-biphenyl]-3-yl)-2-amino-6-(benzylamino)pyridine-3,5-dinitrile C1(=CC(=CC=C1)C1=C(C(=NC(=C1C#N)NCC1=CC=CC=C1)N)C#N)C1=CC=CC=C1